2-(3-chloro-4-methoxyphenyl)-7-[(3S)-3-methylpiperazin-1-yl]-4H-pyrido[1,2-a]pyrimidin ClC=1C=C(C=CC1OC)C=1N=C2N(CC1)C=C(C=C2)N2C[C@@H](NCC2)C